N-(4-(N,N-bis(4-methoxybenzyl)sulfamoyl)-6-cyanonaphthalen-2-yl)-2-(2-chlorophenyl)acetamide COC1=CC=C(CN(S(=O)(=O)C2=CC(=CC3=CC=C(C=C23)C#N)NC(CC2=C(C=CC=C2)Cl)=O)CC2=CC=C(C=C2)OC)C=C1